Tert-butyl N-[5-fluoro-1H-pyrrolo[2,3-b]pyridin-3-yl]carbamate FC=1C=C2C(=NC1)NC=C2NC(OC(C)(C)C)=O